FC(OC=1C=C(C=C(C1)F)N1N=C(C=C1CC(C)C)NC1=C(C(=O)O)C=C(C=N1)C=1SC=CC1)F 2-((1-(3-(difluoromethoxy)-5-fluorophenyl)-5-isobutyl-1H-pyrazol-3-yl)amino)-5-(thiophen-2-yl)nicotinic acid